Methylenediaminomethylether C=NC(N)OC(N)N=C